3-[4-benzyl-1-(4-fluorophenyl)-5-oxo-2H-pyrazol-3-yl]-N-[(3S)-2-oxopyrrolidin-3-yl]propanamide C(C1=CC=CC=C1)C1=C(NN(C1=O)C1=CC=C(C=C1)F)CCC(=O)N[C@@H]1C(NCC1)=O